N-(4-morpholinophenyl)-4-(((1R,4R)-4-((1,1,1-trifluoropropan-2-yl)amino)cyclohexyl)methoxy)pyrimidin-2-amine O1CCN(CC1)C1=CC=C(C=C1)NC1=NC=CC(=N1)OCC1CCC(CC1)NC(C(F)(F)F)C